CN(CCC1=C(C=CC(=N1)C(=O)[O-])C)C.[Li+] lithium (1+) 6-[2-(dimethylamino)ethyl]-5-methylpyridine-2-carboxylate